(2S,3R)-5-(benzyloxy)-2-(3,4,5-tris(benzyloxy)phenyl)chroman-3-yl 3,4,5-tris(benzyloxy)benzoate C(C1=CC=CC=C1)OC=1C=C(C(=O)O[C@H]2[C@@H](OC3=CC=CC(=C3C2)OCC2=CC=CC=C2)C2=CC(=C(C(=C2)OCC2=CC=CC=C2)OCC2=CC=CC=C2)OCC2=CC=CC=C2)C=C(C1OCC1=CC=CC=C1)OCC1=CC=CC=C1